2-methylenebutanedioic acid 4-octyl ester CCCC(CCCC)OC(C(CC(=O)O)=C)=O